Cl.Cl.OC[C@H]1CNCC[C@H]1NC1=CC=C2C(=NN(C2=C1)C)C1C(NC(CC1)=O)=O 3-[6-[[(3S,4R)-3-(hydroxymethyl)-4-piperidyl]amino]-1-methyl-indazol-3-yl]piperidine-2,6-dione dihydrochloride